1-[1-[2-(2,6-dioxopiperidin-3-yl)-1,3-dioxoisoindol-5-yl]piperidin-4-yl]ethyl 4-methylbenzenesulfonate CC1=CC=C(C=C1)S(=O)(=O)OC(C)C1CCN(CC1)C=1C=C2C(N(C(C2=CC1)=O)C1C(NC(CC1)=O)=O)=O